FC1=C(C=C(C=C1)[C@H](C(=O)O)C)CCN[C@H](C1=CC=CC=C1)[C@H]1CNC2=C(N1)N=CC(=C2)F |o1:7| (R or S)-2-(4-fluoro-3-(2-(((R)-((R)-7-fluoro-1,2,3,4-tetrahydropyrido[2,3-b]pyrazin-3-yl)(phenyl)methyl)amino)ethyl)phenyl)propanoic acid